[4-[4-(cyclobutylmethoxy)-2-methyl-6-(1-methylpyrazol-4-yl)indazol-3-yl]-2-(difluoromethoxy)-6-methoxyphenyl]-[3-hydroxy-3-(trifluoromethyl)azetidin-1-yl]methanone C1(CCC1)COC=1C2=C(N(N=C2C=C(C1)C=1C=NN(C1)C)C)C1=CC(=C(C(=C1)OC)C(=O)N1CC(C1)(C(F)(F)F)O)OC(F)F